6-methyl-N-(1-methylcyclopropyl)-5-[4-(morpholin-4-yl)-5h,6h,7h,8h-pyrido[3,4-d]pyrimidine-7-carbonyl]furo[2,3-d]pyrimidin-4-amine CC1=C(C2=C(N=CN=C2NC2(CC2)C)O1)C(=O)N1CC=2N=CN=C(C2CC1)N1CCOCC1